4-aminopyrrolo[2,1-f][1,2,4]-triazine NC1=NC=NN2C1=CC=C2